C(C)(C)(C)OC(=O)NCCCCOC1=NC(=CC(=C1)N(C(OC(C)(C)C)=O)C1=CC(=NN1C(C)(C)C)[C@@H]1C[C@@H](CC1)OC(=O)OC1=CC=C(C=C1)[N+](=O)[O-])C(F)F tert-butyl (2-(4-((tert-butoxycarbonyl)amino)butoxy)-6-(difluoromethyl)pyridin-4-yl)(1-(tert-butyl)-3-((1S,3R)-3-(((4-nitrophenoxy)carbonyl)oxy)cyclopentyl)-1H-pyrazol-5-yl)carbamate